ClC1=C(C=CC=C1)[C@H]1CC[C@H](N1C(C1=CC(=CC=C1)OCCC1=CC=CC=C1)=O)C(=O)O (2S,5R)-5-(2-chlorophenyl)-1-(3-phenethyloxybenzoyl)pyrrolidine-2-carboxylic acid